BrC=1C=2N(C(NN1)=S)C=CC2 1-bromopyrrolo[1,2-d][1,2,4]triazin-4(3H)-thione